N-(7-chloro-1-(1-(4-(dimethylamino)but-2-enoyl)azepan-3-yl)-1H-benzo[d]imidazol-2-yl)-2-methyl-isonicotinamide ClC1=CC=CC2=C1N(C(=N2)NC(C2=CC(=NC=C2)C)=O)C2CN(CCCC2)C(C=CCN(C)C)=O